ClC1=CC=C2C(=N1)C(=CS2)C2=CC(=NC=C2)OC 5-chloro-3-(2-methoxypyridin-4-yl)thieno[3,2-b]pyridine